3,5-difluoro-4-(trifluoromethyl)phenol FC=1C=C(C=C(C1C(F)(F)F)F)O